(5,5-difluoro-1,4,5,6-tetrahydropyrimidin-2-yl)quinazoline-4,6-diamine FC1(CN=C(NC1)C1=NC2=CC=C(C=C2C(=N1)N)N)F